tetradecyl n-decanoate C(CCCCCCCCC)(=O)OCCCCCCCCCCCCCC